BrC=1C=CC(=NC1)[C@H]1N([C@@H](CC2=C(C(=CC=C12)N)C)C)CC1(CC1)F (1S,3R)-1-(5-bromopyridin-2-yl)-2-((1-fluorocyclopropyl)methyl)-3,5-dimethyl-1,2,3,4-tetrahydroisoquinolin-6-amine